BrC=1C=C2C=NNC2=CC1 5-bromo-1H-indazol